C(C(C([2H])([2H])[2H])N1CCN(CC1)[C@@H]1CNCC1)([2H])([2H])[2H] (S)-1-(Propan-2-yl-1,1,1,3,3,3-d6)-4-(pyrrolidin-3-yl)piperazine